C(C)(C)(C)OC(=O)N1CCC2(C[C@H](C[C@H]2N[S@](=O)C(C)(C)C)F)CC1 (1R,3R)-1-((R)-1,1-dimethylethylsulphinylamino)-3-fluoro-8-azaspiro[4.5]decane-8-carboxylic acid tert-butyl ester